dimethyl 2,2'-azodiacetate N(=NCC(=O)OC)CC(=O)OC